5-((2-(3-((3-Chlorobenzyl)oxy)phenyl)pyrimidin-5-yl)methoxy)-2-(1-methylcyclopropane-1-carboxamido)benzoic acid ClC=1C=C(COC=2C=C(C=CC2)C2=NC=C(C=N2)COC=2C=CC(=C(C(=O)O)C2)NC(=O)C2(CC2)C)C=CC1